6-(4-((5-cyclopropyl-3-(2,6-dichlorophenyl)isoxazol-4-yl)methoxy)bicyclo[2.2.2]oct-1-yl)pyridine-3-carboxylic acid C1(CC1)C1=C(C(=NO1)C1=C(C=CC=C1Cl)Cl)COC12CCC(CC1)(CC2)C2=CC=C(C=N2)C(=O)O